C([C@@H](CC)C=1N=C2N(C(C1CC)=O)C1=C(N2)C=CC=C1)([2H])([2H])[2H] (S)-2-(Butan-2-yl-1,1,1-d3)-3-ethylbenzo[4,5]imidazo[1,2-a]pyrimidin-4(10H)-one